1-(1-(3-bromo-2-fluorophenyl)-3-methyl-1H-1,2,4-triazol-5-yl)-N-methylethan-2,2,2-d3-1-amine BrC=1C(=C(C=CC1)N1N=C(N=C1C(C([2H])([2H])[2H])NC)C)F